(pyridin-2-yl)octahydro-1H-inden-1-ol N1=C(C=CC=C1)C1(CCC2CCCCC12)O